(6,6-dimethyl-4-oxo-1-(pyridin-2-yl)-4,5,6,7-tetrahydro-1H-indol-2-yl)(phenyl)methyl benzoate C(C1=CC=CC=C1)(=O)OC(C1=CC=CC=C1)C=1N(C=2CC(CC(C2C1)=O)(C)C)C1=NC=CC=C1